(1s,4s)-4-(5-bromo-7-hydroxy-2-oxo-2H-benzo[e][1,3]oxazin-3(4H)-yl)-N-(3-methoxy-4-methylphenyl)cyclohexane-1-carboxamide BrC1=CC(=CC2=C1CN(C(O2)=O)C2CCC(CC2)C(=O)NC2=CC(=C(C=C2)C)OC)O